tetraethylammonium bromotetrazolate BrN1N=NN=C1C(=O)[O-].C(C)[N+](CC)(CC)CC